N1C(NC=2C=NC=3C=CC=CC3C21)=O 3H-imidazo[4,5-c]quinoline-2-one